[2,4-Di(docosoxy)phenyl]methanamine C(CCCCCCCCCCCCCCCCCCCCC)OC1=C(C=CC(=C1)OCCCCCCCCCCCCCCCCCCCCCC)CN